(2S,4R*)-N-((R)-1-(4-carbamimidoylthiophen-2-yl)ethyl)-4-(1,3-dioxan-2-yl)-1-((4-(4-fluorophenoxy)benzoyl)glycyl)pyrrolidine-2-carboxamide C(N)(=N)C=1C=C(SC1)[C@@H](C)NC(=O)[C@H]1N(C[C@@H](C1)C1OCCCO1)C(CNC(C1=CC=C(C=C1)OC1=CC=C(C=C1)F)=O)=O |o1:16|